Mononatrium phosphat P(=O)([O-])(O)O.[Na+]